2,4-dihydroxy-5-isopropyl-N-(1-methylindolin-5-yl)-N-propylbenzamide OC1=C(C(=O)N(CCC)C=2C=C3CCN(C3=CC2)C)C=C(C(=C1)O)C(C)C